acetyl iminoacetate N=CC(=O)OC(C)=O